tert-Butyl 3-(4-{(6-{[5-cyclopropyl-1-(oxan-2-yl)-1H-pyrazol-3-yl]amino}-5-methoxy-1,2-benzoxazol-3-yl)[(4-methoxyphenyl)methyl]sulfamoyl}-3,5-dimethoxyphenyl)piperidine-1-carboxylate C1(CC1)C1=CC(=NN1C1OCCCC1)NC1=CC2=C(C(=NO2)N(S(=O)(=O)C2=C(C=C(C=C2OC)C2CN(CCC2)C(=O)OC(C)(C)C)OC)CC2=CC=C(C=C2)OC)C=C1OC